3-[5-fluoro-4-(3-hydroxyazetidin-1-yl)-3-methyl-2-oxo-benzoimidazol-1-yl]piperidine-2,6-dione FC1=C(C2=C(N(C(N2C)=O)C2C(NC(CC2)=O)=O)C=C1)N1CC(C1)O